OC(=O)C(F)(F)F.ClC=1C(=C(C(=CC1)N1N=NC(=C1)C(F)(F)F)C=1C=CC=[N+](C1)[O-])F 5-(3-chloro-2-fluoro-6-(4-(trifluoromethyl)-1H-1,2,3-triazol-1-yl)phenyl)pyridine 1-oxide TFA salt